ClC1=CC(=NC(=C1)C)NN 4-chloro-2-hydrazino-6-methylpyridine